O[C@@H]1C[C@@H](C[C@@]2(C(C[C@H]3[C@@H]4CC[C@H]([C@@H](CCCC(C)C)C)[C@]4(C[C@@H]([C@@H]3[C@@]12C)O)C)=O)O)O 1beta,3beta,5alpha,11beta-tetrahydroxycholestan-6-one